6-(3-ethyl-1-methyl-pyrazol-4-yl)-N-[2-methyl-5-[[2-[(2S)-2-methylpyrrolidin-1-yl]acetyl]amino]-3-pyridyl]triazolo[1,5-a]pyridine-3-carboxamide C(C)C1=NN(C=C1C=1C=CC=2N(C1)N=NC2C(=O)NC=2C(=NC=C(C2)NC(CN2[C@H](CCC2)C)=O)C)C